C(C1=CC=CC=C1)C1(C[C@@H]2[C@@H](CN(C2)CC(=O)C2=CC=C(C=C2)C2=CC=C(C=C2)OC)C1)O 2-((3aR,5r,6aS)-5-benzyl-5-hydroxyhexahydrocyclopenta[c]pyrrol-2(1H)-yl)-1-(4'-methoxy-[1,1'-biphenyl]-4-yl)ethanone